FC(OC1=C(C=CC(=C1)F)C(C)N1C[C@@H](N(C[C@H]1CC)C=1C=2C(N(C(C1)=O)C)=CN(N2)CC#N)CC)F (7-((2S,5R)-4-(1-(2-(difluoromethoxy)-4-fluorophenyl)ethyl)-2,5-diethylpiperazin-1-yl)-4-methyl-5-oxo-4,5-dihydro-2H-pyrazolo[4,3-b]pyridin-2-yl)acetonitrile